NC1=C2C(=NC=N1)N(N=C2C2=CC=C(C=C2)NC(=O)C=2C(N(N=C(C2)C(C)C)C2=NC=C(C=C2)Cl)=O)C2COCC2 N-(4-(4-Amino-1-(tetrahydrofuran-3-yl)-1H-pyrazolo[3,4-d]pyrimidin-3-yl)phenyl)-2-(5-Chloropyridin-2-yl)-6-isopropyl-3-oxo-2,3-dihydropyridazine-4-carboxamide